(4E,7Z,10Z)-tridecatrien-1-ol C(=C\C=C\C=CCCCCCCC)O